3-(5-((4-(2-chloro-3-fluoropyridin-4-yl)piperazin-1-yl)methyl)-1-oxoisoindolin-2-yl)piperidine-2,6-dione ClC1=NC=CC(=C1F)N1CCN(CC1)CC=1C=C2CN(C(C2=CC1)=O)C1C(NC(CC1)=O)=O